2-methyl-5-[(pyridin-2-yl)methoxy]-N-[cis-4-(trifluoromethyl)pyrrolidin-3-yl]-2H-indazole-3-carboxamide CN1N=C2C=CC(=CC2=C1C(=O)N[C@@H]1CNC[C@@H]1C(F)(F)F)OCC1=NC=CC=C1